FC(C=1NN=C2C1NC(C1N2CCNC1)=O)(F)F 3-(trifluoromethyl)-2,4,6,7,8,9-hexahydropyrazino[1,2-a]pyrazolo[4,3-e]pyrazin-5(5aH)-one